N-[5-[[(3R,4R)-4-[4-Chloro-2-(5-fluoro-2-pyridyl)-1H-imidazol-5-yl]-3-methyl-1-piperidyl]sulfonyl]thiazol-2-yl]acetamide ClC=1N=C(NC1[C@H]1[C@H](CN(CC1)S(=O)(=O)C1=CN=C(S1)NC(C)=O)C)C1=NC=C(C=C1)F